(3-nitrophenyl)methyl N-{[2-(2,6-dioxopiperidin-3-yl)-3-oxo-2,3-dihydro-1H-isoindol-5-yl]methyl}carbamate O=C1NC(CCC1N1CC2=CC=C(C=C2C1=O)CNC(OCC1=CC(=CC=C1)[N+](=O)[O-])=O)=O